NC1=NC=C(C2=C1C=NN2COCC[Si](C)(C)C)NC(C(N2[C@H](CC[C@@H](C2)C)C2=CC1=CN(N=C1C=C2)C(C)C)=O)=O |r| N-[4-amino-1-(2-trimethylsilylethoxymethyl)pyrazolo[4,3-c]pyridin-7-yl]-2-oxo-2-[rac-(2R,5S)-2-(2-isopropylindazol-5-yl)-5-methyl-1-piperidyl]acetamide